CS(=O)(=O)CP(OCC)(OCC)=O diethyl [(methylsulfonyl)methyl]phosphonate